3-((3-ethoxy-4-(7-oxo-6,7-dihydro-3H-[1,2,3]triazolo[4,5-d]pyrimidin-5-yl)phenyl)amino)propanoic acid C(C)OC=1C=C(C=CC1C=1NC(C2=C(N1)NN=N2)=O)NCCC(=O)O